4-[[5-(4-chloro-2-fluoro-anilino)-4-fluoro-3-pyridinyl]methyl]-3-fluoro-N-(methylsulfamoyl)pyridin-2-amine ClC1=CC(=C(NC=2C(=C(C=NC2)CC2=C(C(=NC=C2)NS(NC)(=O)=O)F)F)C=C1)F